Dichloroacetat ClC(C(=O)[O-])Cl